(S)-1-(2-chloro-4-(5-(4-(difluoromethoxy)-2,3-difluorophenyl)-1-methyl-1H-imidazole-2-carboxamido)benzoyl)-N-(pyrrolidin-3-yl)piperidine-4-carboxamide formate C(=O)O.ClC1=C(C(=O)N2CCC(CC2)C(=O)N[C@@H]2CNCC2)C=CC(=C1)NC(=O)C=1N(C(=CN1)C1=C(C(=C(C=C1)OC(F)F)F)F)C